CC1=NC(=CC=C1O[C@@H]1C[C@H](CCC1)C(=O)O)C=1N=NN(C1NC(=O)OCC1C(C1)C)C (1S,3S)-3-((2-methyl-6-(1-methyl-5-((((2-methylcyclopropyl)methoxy)carbonyl)amino)-1H-1,2,3-triazol-4-yl)pyridin-3-yl)oxy)cyclohexane-1-carboxylic acid